5-[4-{[3,3,3-Trifluoro-2(S)-hydroxypropyl]amino}-3-(trifluoromethyl)phenyl]-3,6-dihydro-2H-1,3,4-oxadiazin-2-on FC([C@H](CNC1=C(C=C(C=C1)C1=NNC(OC1)=O)C(F)(F)F)O)(F)F